NC=1C(=C(C(=C(C1)C)C(F)(F)F)C1C(CC=2C(=NC(=NC2C1)OC[C@H]1N(CCC1)C)N1CC(NCC1)CC#N)C)F 2-[4-[7-[3-amino-2-fluoro-5-methyl-6-(trifluoromethyl)phenyl]-6-methyl-2-[[(2S)-1-methylpyrrolidin-2-yl]methoxy]-5,6,7,8-tetrahydroquinazolin-4-yl]piperazin-2-yl]acetonitrile